(2E)-1-[2-(1-benzothiophen-5-yl)-3-(pyridin-4-yl)-6,7-dihydropyrazolo[1,5-a]pyrazin-5(4H)-yl]-4-(dimethylamino)but-2-en-1-one S1C=CC2=C1C=CC(=C2)C2=NN1C(CN(CC1)C(\C=C\CN(C)C)=O)=C2C2=CC=NC=C2